2'-fluoro-5'-methoxy-4-methyl-[1,1'-biphenyl]-2-carboxylic acid methyl ester COC(=O)C=1C(=CC=C(C1)C)C1=C(C=CC(=C1)OC)F